D-3,5,3',5'-tetraiodothyronine IC=1C=C(C[C@@H](N)C(=O)O)C=C(C1OC1=CC(=C(C(=C1)I)O)I)I